(S)-4-chloro-N-methyl-1-oxo-3-(1-((5-oxo-5,8-dihydropyrido[2,3-d]pyrimidin-4-yl)amino)ethyl)-2-phenyl-1,2-dihydroisoquinoline-8-carboxamide ClC1=C(N(C(C2=C(C=CC=C12)C(=O)NC)=O)C1=CC=CC=C1)[C@H](C)NC=1C2=C(N=CN1)NC=CC2=O